1H-phenalene-1,9-diamine C1(C=CC2=CC=CC3=CC=C(C1=C23)N)N